N1(CCNCC1)C1=NC2=CC=CC=C2C(=C1)C(=O)O 2-(piperazin-1-yl)quinoline-4-carboxylic acid